FC1=C(C(=CC(=C1)C1=NC(=CN=C1)OCC(C)C)F)N1CCC(CC1)CC(=O)O 2-[1-[2,6-difluoro-4-(6-isobutoxypyrazin-2-yl)phenyl]-4-piperidinyl]acetic acid